N2,N4-bis(1-cyclopropylethyl)-6-(6-(trifluoromethyl)pyridin-2-yl)-1,3,5-triazine-2,4-diamine C1(CC1)C(C)NC1=NC(=NC(=N1)NC(C)C1CC1)C1=NC(=CC=C1)C(F)(F)F